(S)-N-(5-cyano-3-cyclobutylpyrazolo[1,5-a]pyridin-2-yl)-3-hydroxy-3-(pyridin-2-yl)butanamide C(#N)C1=CC=2N(C=C1)N=C(C2C2CCC2)NC(C[C@@](C)(C2=NC=CC=C2)O)=O